4,5-dihydrothieno[3,2-c]pyridin-4-one S1C=CC=2C(NC=CC21)=O